FC1(CCN(CC1)C(C1=C(N=CC=C1)C1=NC=NC=C1)=O)CC=1C=C(C#N)C=CN1 2-((4-fluoro-1-(2-(pyrimidin-4-yl)nicotinoyl)piperidin-4-yl)methyl)isonicotinonitrile